FCC=1C(=NC=CC1)C(=O)N 3-fluoromethylpyridin-amide